1-(5-bromo-3-nitropyridin-2-yl)-4-methyl-1H-pyrrole-2-carboxylic acid ethyl ester C(C)OC(=O)C=1N(C=C(C1)C)C1=NC=C(C=C1[N+](=O)[O-])Br